OC=1C=C(C(=O)OC(C)C)C=CC1 isopropyl 3-hydroxybenzoate